C1=CC=CC=2C3=CC=CC=C3C(C12)COC(=O)N[C@@H](CCC(=O)N[C@@H](CCCCNC(=O)OC(C)(C)C)C(=O)OC)C(=O)OC(C)(C)C Methyl N2-((S)-4-((((9H-fluoren-9-yl)methoxy)carbonyl)amino)-5-(tert-butoxy)-5-oxopentanoyl)-N6-(tert-butoxycarbonyl)-L-lysinate